ClC=1C=C(C=CC1F)NC1=NC=NC2=C1N=C(N=C2)NC2CCN(CC2)C N8-(3-chloro-4-fluoro-phenyl)-N2-(1-methyl-piperidin-4-yl)-pyrimido[5,4-d]pyrimidine-2,8-diamine